3-fluoro-3''-(isoquinolin-1-ylamino)-5-methoxy-2',2''-dimethyl-[1,1':3',1''-terphenyl]-4-carbaldehyde FC=1C=C(C=C(C1C=O)OC)C1=C(C(=CC=C1)C1=C(C(=CC=C1)NC1=NC=CC2=CC=CC=C12)C)C